ClC=1C=C(C=CC1)NC=1SC=C(N1)C=1SC=C(N1)C1=CC=C(C=C1)OC N-(3-chlorophenyl)-4-(4-methoxyphenyl)-[2,4'-bithiazole]-2'-amine